[C@H]12CNC[C@@H]2N(C1)C1=CN=C2C(=N1)SC(=C2)C(=O)NC=2C=C(C=1N(C2)C=C(N1)C)F 3-[(1s,5r)-3,6-diazabicyclo[3.2.0]hept-6-yl]-N-(8-fluoro-2-methyl-imidazo[1,2-a]pyridin-6-yl)thieno[2,3-b]pyrazine-6-carboxamide